(S)-4-amino-9-ethyl-9-hydroxy-2-methyl-12,15-dihydro-13H-pyrano[3',4':6,7]indolizino[1,2-b]thiopyrano[4,3,2-de]quinoline-10,13(9H)-dione NC1=C2C=3C(=C4C(=NC3C=C1)C1=CC3=C(C(N1C4)=O)COC([C@]3(O)CC)=O)C=C(S2)C